Methyl 5,7-dichloro-2-(3-cyclopropylprop-2-ynyl)-1-oxo-1,2,3,4-tetrahydroisoquinoline-6-carboxylate ClC1=C2CCN(C(C2=CC(=C1C(=O)OC)Cl)=O)CC#CC1CC1